pyrazolo[1,5-a]pyrimidin-6-amine N1=CC=C2N1C=C(C=N2)N